racemic-(tetrahydrofuran-3-yl)methanamine O1C[C@H](CC1)CN |r|